C1=C(C=CC2=CC=CC=C12)C1=NC=2N([C@](O1)(C(F)(F)F)C1=CC=CC=C1)C1=C(N2)C=CC=C1 (R)-2-(naphthalen-2-yl)-4-phenyl-4-(trifluoromethyl)-4H-benzo[4,5]Imidazo[1,2-c][1,3,5]Oxadiazine